(S)-1-(1H-indazol-7-yl)-3-(isoquinolin-4-yl)-2-oxoimidazolidine-4-carbonitrile N1N=CC2=CC=CC(=C12)N1C(N([C@@H](C1)C#N)C1=CN=CC2=CC=CC=C12)=O